C(C)C(C(=O)OCC)(CCC(=O)OCC1=CC=CC=C1)C1=NC(=CN=C1)NC1=C(C=CC=C1)OC O5-benzyl O1-ethyl 2-ethyl-2-[6-(2-methoxyanilino)pyrazin-2-yl]pentanedioate